pyrazine-2-amine N1=C(C=NC=C1)N